5-N-acetyl-4,9-di-O-acetylneuraminic acid C(C)(=O)N[C@@H]1[C@H](CC(C(O)=O)(O)O[C@H]1[C@H](O)[C@H](O)COC(C)=O)OC(C)=O